NC(=O)CNC(OC[C@@H](CC1=CC=CC=C1)N)=O (2R)-2-amino-3-phenylpropyl (aminocarbonyl)methylcarbamate